CC=1C=C(CCN)C=C(C1)C 3,5-dimethyl-phenethylamine